FC1=CC=C(C=C1)C=1C=C2C(=NC1)NCN2CC2=NN(C=C2)C 6-(4-fluorophenyl)-1-[(1-methylpyrazol-3-yl)methyl]-3H-imidazo[4,5-b]Pyridine